N-p-vinylbenzyl-D-lactoamide C(=C)C1=CC=C(CNC([C@H](O)C)=O)C=C1